C(=O)(OC(C)(C)C)NC1CNC1 3-(Boc-amino)azetidine